6-Ethoxy-3-methylpyrido[4,3-d][1,2,4]triazolo[4,3-b]pyridazine C(C)OC=1C2=C(C=3N(N1)C(=NN3)C)C=CN=C2